4-Mercaptomethyl-3,6-dithia-1,8-octandithiol SCC(SCCS)CSCCS